[In].P(=O)(=O)SP(=O)=O phosphosulfide indium